1-(1-methyl-1H-pyrazol-5-yl)indol-2-one Ethylhexyl-hexanoate C(C)C(C(=O)O)(CCCC)CCCCCC.CN1N=CC=C1N1C(CC2=CC=CC=C12)=O